5-(difluoromethyl)-1-(4-fluoro-2-methylphenyl)-3-(6-methoxy-2-methylpyridin-3-yl)-2,3-dihydroquinazolin-4(1H)-one FC(C1=C2C(N(CN(C2=CC=C1)C1=C(C=C(C=C1)F)C)C=1C(=NC(=CC1)OC)C)=O)F